2,2-dimethyl-3,3-diphenyl-5-(8-((3-(propylthio)propyl)thio)octyl)-4-oxa-14,18-dithia-3-silahenicosane CC(C)([Si](OC(CCCCCCCCSCCCSCCC)CCCCCCCCSCCCSCCC)(C1=CC=CC=C1)C1=CC=CC=C1)C